(R)-N-(1-cyclopropylethyl)-5-(3-(difluoromethyl)imidazo[1,2-a]pyridin-6-yl)-7H-pyrrolo[2,3-d]pyrimidin-2-amine C1(CC1)[C@@H](C)NC=1N=CC2=C(N1)NC=C2C=2C=CC=1N(C2)C(=CN1)C(F)F